tert-butyl 3-(5-fluoro-1H-pyrrolo[2,3-b]pyridin-4-yl)-8-azabicyclo[3.2.1]oct-2-ene-8-carboxylate FC=1C(=C2C(=NC1)NC=C2)C2=CC1CCC(C2)N1C(=O)OC(C)(C)C